(S)-2-(4-chlorophenyl)-1-(4-((5R,7S)-7-hydroxy-5-methyl-6,7-dihydro-5H-cyclopenta[d]pyrimidin-4-yl)piperazin-1-yl)-3-(isopropylamino)propan-1-one ClC1=CC=C(C=C1)[C@H](C(=O)N1CCN(CC1)C=1C2=C(N=CN1)[C@H](C[C@H]2C)O)CNC(C)C